O=C1CC(CN1)C(=O)[O-] 5-oxopyrrolidine-3-carboxylate